COC1=CC=C(C=C1)N1CC2(C1)CN(CC2)C2=C(C(N(C1=CC=CC=C21)C)=O)C#N 4-[2-(4-methoxyphenyl)-2,6-diazaspiro[3.4]octan-6-yl]-1-methyl-2-oxo-1,2-dihydroquinoline-3-carbonitrile